(S)-4-amino-9-ethyl-5-fluoro-9-hydroxy-1,9,12,15-tetrahydro-13H-pyrano[4,3,2-de]pyrano[3',4':6,7]indolizino[1,2-b]quinoline-10,13(2H)-dione NC1=C2C=3C(=C4C(=NC3C=C1F)C1=CC3=C(C(N1C4)=O)COC([C@]3(O)CC)=O)CCO2